CNC1=NC=CC(=C1)C[C@@H]1[C@H](N(C1=O)C(=O)N[C@H](CC)C1=CC(=CC=C1)Cl)C(=O)N(C)C1=CC=NN1C (2S,3R)-3-((2-methylaminopyridin-4-yl)methyl)-N2-(1-methyl-1H-pyrazol-5-yl)-N1-((R)-1-(3-chlorophenyl)propyl)-N2-methyl-4-oxoazetidine-1,2-dicarboxamide